CN(C1CC(CCC1)NCC=1C=C2C=C(N(C2=CC1)CC(F)(F)F)C#CCNC=1C=CC(=NC1)C(C#N)(C)C)C 2-[5-({3-[5-({[3-(dimethylamino)cyclohexyl]amino}methyl)-1-(2,2,2-trifluoroethyl)-1H-indol-2-yl]prop-2-yn-1-yl}amino)pyridin-2-yl]-2-methylpropanenitrile